C(CCCCCCC)(SCC\C=C\[C@H]1OC([C@@H](NC([C@]2(CSC(C3=CSC(CNC(C1)=O)=N3)=N2)C)=O)C(C)C)=O)=O |&1:19| S-((E)-4-((SR,8S,11S)-8-isopropyl-5-methyl-6,9,13-trioxo-10-oxa-3,17-dithia-7,14,19,20-tetraazatricyclo[14.2.1.12,5]icosa-1(18),2(20),16(19)-trien-11-yl)but-3-en-1-yl) octanethioate